4-(Trifluoromethyl)-Benzyl alcohol FC(C1=CC=C(CO)C=C1)(F)F